(R)-tert-butyl 3-((5-(4-(dimethylamino)-5,6,7,8-tetrahydro-1,8-naphthyridin-2-yl)pentyl)oxy)pyrrolidine-1-carboxylate CN(C1=CC(=NC=2NCCCC12)CCCCCO[C@H]1CN(CC1)C(=O)OC(C)(C)C)C